N,N-dimethyl-3-aminopropyl-Trimethoxysilane ethyl-(±)-2-[4-(3-cyanotetrahydrofuran-3-yl)phenyl]-2-cyclopentyl-acetate C(C)OC(C(C1CCCC1)C1=CC=C(C=C1)C1(COCC1)C#N)=O.CN(CCC[Si](OC)(OC)OC)C